C(CCC)SC1=C(C=CC=C1)/C=C/CN(C(C)=O)CC#C (E)-N-(3-(2-(butylthio)phenyl)allyl)-N-(prop-2-yn-1-yl)acetamide